2-(((1R)-1-(2-cyano-3-(8-hydroxy-6-azaspiro[3.4]octan-6-yl)-7-meth-ylquinoxalin-5-yl)ethyl)amino)-benzoic acid C(#N)C1=NC2=CC(=CC(=C2N=C1N1CC2(CCC2)C(C1)O)[C@@H](C)NC1=C(C(=O)O)C=CC=C1)C